3-(METHYLTHIO)PHENYLBORONIC ACID CSC=1C=C(C=CC1)B(O)O